ammonium rhodium chloride hydrate O.[Rh](Cl)(Cl)Cl.[NH4+]